N[C@@H](CC1=CC=CC=C1)C(=O)OC(CCC)CCC heptan-4-yl L-phenylalaninate